ClC=1C=C(C=CC1OC)C(C1=NOC(=N1)CC(C(=O)OC(C)(C)C)P(=O)(OCC)OCC)(F)F tert-butyl 3-(3-((3-chloro-4-methoxyphenyl)difluoromethyl)-1,2,4-oxadiazol-5-yl)-2-(diethoxyphosphoryl)propanoate